1-(5-((5-chloro-4-oxo-3,4-dihydroquinazolin-6-yl)thio)pyrazin-2-yl)-4-methylpyridine ClC1=C2C(NC=NC2=CC=C1SC=1N=CC(=NC1)N1CC=C(C=C1)C)=O